tert-butyl (E)-N-methyl-N-(4-((4-((((4-nitrophenoxy)carbonyl)oxy)methyl)phenyl)diazenyl)benzoyl)glycinate CN(CC(=O)OC(C)(C)C)C(C1=CC=C(C=C1)\N=N\C1=CC=C(C=C1)COC(=O)OC1=CC=C(C=C1)[N+](=O)[O-])=O